CP(=O)(C)Cl dimethylphosphinoyl chloride